N-(4-ethoxy-2-(2-methoxythiazol-5-yl)quinolin-6-yl)oxetane-3-carboxamide C(C)OC1=CC(=NC2=CC=C(C=C12)NC(=O)C1COC1)C1=CN=C(S1)OC